C(C)(C)(C)C1=CC=C(C=C1)C1=CC=C2CCC=NC2=C1 7-(4-(tert-butyl)phenyl)-3,4-dihydroquinolin